CC1=CC=C(C=N1)[C@H](CN[C@@H]([C@H]1CNC2=C(N1)N=CC=C2)C2=CC=CC=C2)C (2R)-2-(6-methyl-3-pyridyl)-N-[(R)-phenyl-[(3R)-1,2,3,4-tetrahydropyrido[2,3-b]pyrazin-3-yl]methyl]propan-1-amine